1-(4-fluorobenzyl)-1H-pyrazol-4-amine FC1=CC=C(CN2N=CC(=C2)N)C=C1